C1CN(CCN1CCCN2C(=O)N3C=CC=CC3=N2)C4=CC(=CC=C4)Cl The molecule is an N-arylpiperazine in which one nitrogen is substituted by a 3-chlorophenyl group, while the other is substituted by a 3-(3-oxo[1,2,4]triazolo[4,3-a]pyridin-2(3H)-yl)propyl group. It has a role as an antidepressant, a sedative, an adrenergic antagonist, a H1-receptor antagonist, a serotonin uptake inhibitor and an anxiolytic drug. It is a N-alkylpiperazine, a N-arylpiperazine, a triazolopyridine and a member of monochlorobenzenes.